N-(5-nitrothiazol-2-yl)-2-(phenylamino)benzamide [N+](=O)([O-])C1=CN=C(S1)NC(C1=C(C=CC=C1)NC1=CC=CC=C1)=O